IC=1C=NN(C1C)CC1=C(C=CC=C1)O 2-((4-iodo-5-methyl-1H-pyrazol-1-yl)methyl)phenol